C(#N)C1=CC(=C(C=C1)N1C(N([C@@H](C1)C#N)C1=CN=CC2=CC=CC=C12)=O)OC (S)-1-(4-cyano-2-methoxyphenyl)-3-(isoquinolin-4-yl)-2-oxoimidazolidine-4-carbonitrile